ClC=1C=C(C(=NC1C(=C)C)C)N 5-chloro-6-isopropenyl-2-methyl-pyridin-3-amine